[Br-].C(CCCCCCCCCCCCCCCCCCCCC)[N+]1=CC=CC=C1 Docosylpyridinium bromide